ClC1=CC2=C(C(=N1)N[C@@H]1COCC1)N=C(N2)C=2C(NC1=CC=NC(=C1C2)C2=C(C=CC=C2)OC([2H])([2H])[2H])=O 3-{6-chloro-4-[(3S)-tetrahydrofuran-3-ylamino]-1H-imidazo[4,5-c]pyridin-2-yl}-5-{2-[(2H3)methyloxy]phenyl}-1,6-naphthyridin-2(1H)-one